4-((4-(3-amino-1H-indazol-5-yl)pyridine-2-yl)amino)phenol NC1=NNC2=CC=C(C=C12)C1=CC(=NC=C1)NC1=CC=C(C=C1)O